N1(CCOCC1)C1=C(C=CC(=C1)C(F)(F)F)C(C)=O 1-(2-Morpholinyl-4-(trifluoromethyl)phenyl)ethan-1-one